10-((tert-Butyldiphenylsilyl)oxy)-3-methyldecanoic acid [Si](C1=CC=CC=C1)(C1=CC=CC=C1)(C(C)(C)C)OCCCCCCCC(CC(=O)O)C